Methyl 2-((4-((2-((4-chloro-2-fluorophenoxy)methyl)pyridin-4-yl)oxy)piperidin-1-yl)methyl)-1-((1-methoxycyclopropyl)methyl)-1H-benzo[d]imidazole-6-carboxylate ClC1=CC(=C(OCC2=NC=CC(=C2)OC2CCN(CC2)CC2=NC3=C(N2CC2(CC2)OC)C=C(C=C3)C(=O)OC)C=C1)F